C(C)(C)(C)OC(=O)N1CCN(CC1)C=1C2=CN(N=C2C(=CC1)C(NC1=NC=2N(C(=C1)C)N=C(C2)C)=O)C.ClC2=NC1=NC(=C(N=C1C(=N2)C2=C(C=C(C=C2)F)F)CCCCCCCCCCCCCC)CCCCCCCCCCCCCC 2-chloro-4-(2,4-difluorophenyl)-6,7-bis(tridecylmethyl)pteridine tert-butyl-4-[7-({2,7-dimethylpyrazolo[1,5-a]pyrimidin-5-yl}carbamoyl)-2-methylindazol-4-yl]piperazine-1-carboxylate